[OH-].C(CCC)[N+](C1CCCCC1)(CCCC)CCCC Tributylcyclohexylammonium hydroxide